5-[(5-chloro-1,3-benzothiazol-4-yl)methoxy]-2-fluoro-4-methoxyaniline ClC=1C=CC2=C(N=CS2)C1COC=1C(=CC(=C(N)C1)F)OC